6'-chloro-1'-(1-cyclopropyl-1H-pyrazol-4-yl)-2'-oxo-1,3-dihydrospiro[indene-2,3'-indoline]-5-carboxylic acid ClC1=CC=C2C3(C(N(C2=C1)C=1C=NN(C1)C1CC1)=O)CC1=CC=C(C=C1C3)C(=O)O